titanium (IV) n-butoxide [O-]CCCC.[Ti+4].[O-]CCCC.[O-]CCCC.[O-]CCCC